C1(CC1)CC1=C(N=NN1C)C1=NC(=NC=C1C=C)NC1CCC(CC1)N (1r,4r)-N-(4-(5-(Cyclopropylmethyl)-1-methyl-1H-1,2,3-triazol-4-yl)-5-vinylpyrimidin-2-yl)cyclohexane-1,4-diamine